(E)-N-(2-butoxy-6-fluorophenyl)-3-(4-methoxyphenyl)acrylamide C(CCC)OC1=C(C(=CC=C1)F)NC(\C=C\C1=CC=C(C=C1)OC)=O